6-bromo-4-(3-(2,4-difluorophenyl)-1-methyl-1H-pyrazol-4-yl)-7-methoxyquinazoline BrC=1C=C2C(=NC=NC2=CC1OC)C=1C(=NN(C1)C)C1=C(C=C(C=C1)F)F